O[C@@H](C(=O)NC1=CNC2=CC=C(C=C12)O[C@@H]1C[C@H](C1)C1=CC=C(C=C1)C(F)(F)F)CC (R)-2-hydroxy-N-(5-(trans-3-(4-(trifluoromethyl)phenyl)cyclobutoxy)-1H-indol-3-yl)butanamide